ClCC(=O)N(C1=CC=C(C=C1)C1=CN=CO1)C(C(=O)NC1(COC1)C)C=1C=NC=NC1 2-(N-(2-chloroacetyl)-4-oxazol-5-yl-anilino)-N-(3-methyloxetan-3-yl)-2-pyrimidin-5-yl-acetamide